BrCC(C)[Si](OCC)(OCC)OCC 2-bromo-1-methylethyltriethoxysilane